N[C@@H](CC(=O)O)C=1N(N=CC1)C (3S)-3-amino-3-(2-methylpyrazol-3-yl)propanoic acid